O(C1=CC=CC=C1)C1=CC=C(C=C1)C(C(=O)N)=CCC[N+](=O)[O-] 2-(4-phenoxyphenyl)-5-nitro-n-pent-2-enamide